CC1(CC=2C(=NC(=C(C2)C(=O)NC2=NC(=CC=C2)C=2C=NN(C2)C)OC2COC2)O1)C 2,2-Dimethyl-N-(6-(1-methyl-1H-pyrazol-4-yl)pyridin-2-yl)-6-(oxetan-3-yloxy)-2,3-dihydrofuro[2,3-b]pyridine-5-carboxamide